2-methyl-3-[(2e,7r,11r)-3,7,11,15-tetramethylhexadec-2-enyl]naphthalene-1,4-dione CC=1C(C2=CC=CC=C2C(C1C\C=C(\CCC[C@@H](CCC[C@@H](CCCC(C)C)C)C)/C)=O)=O